O1[C@@H](CC1)CN1C(=NC2=C1C=C(C=C2)C(=O)O)CN2CCC(=CC2)C2=NC(=CC=C2)OCC2=CC=C(C=C2)OC(F)(F)F (S)-1-(oxetan-2-ylmethyl)-2-((6-((4-(trifluoromethoxy)benzyl)oxy)-3',6'-dihydro-[2,4'-bipyridin]-1'(2'H)-yl)methyl)-1H-benzo[d]imidazole-6-carboxylic acid